ClC=1C2=CN(N=C2C(=C(C1)C1=CC(=C(C=C1)N1CCOCC1)C#N)Cl)C(C(=O)NC=1SC=CN1)C1=C2N(C=N1)C[C@@H](C2)F (4,7-dichloro-6-(3-cyano-4-morpholinophenyl)-2H-indazol-2-yl)-2-((R)-6-fluoro-6,7-dihydro-5H-pyrrolo[1,2-c]imidazol-1-yl)-N-(thiazol-2-yl)acetamide